(R)-4-((6'-Chloro-5-(4-methylpiperazin-1-yl)-[2,3'-bipyridin]-4'-yl)amino)butan-2-ol ClC1=CC(=C(C=N1)C1=NC=C(C=C1)N1CCN(CC1)C)NCC[C@@H](C)O